4-[2-(N-(3,3-difluorocyclohexyl)anilino)-2-oxo-ethyl]-1-[2-(3-fluorophenyl)propanoyl]piperidine-4-carboxylic acid FC1(CC(CCC1)N(C1=CC=CC=C1)C(CC1(CCN(CC1)C(C(C)C1=CC(=CC=C1)F)=O)C(=O)O)=O)F